N-(3-propyl)phenyl-N'-(3-(1-(2-pentyl)-1,2,3,4-tetrahydropyridin-4-yl)-1H-indol-5-yl)urea CCCN(C(=O)NC=1C=C2C(=CNC2=CC1)C1CCN(C=C1)C(C)CCC)C1=CC=CC=C1